ethyl 5-(2-fluorophenyl)-7-phenylpyrazolo[1,5-a]pyrimidine-2-carboxylate FC1=C(C=CC=C1)C1=NC=2N(C(=C1)C1=CC=CC=C1)N=C(C2)C(=O)OCC